CC(C)C1=CNC=2C1=NC=CC2 3-(propan-2-yl)-1H-pyrrolo[3,2-b]Pyridine